CON(C(=O)[C@H](C[C@H]1C(NCC1)=O)NC(OC(C)(C)C)=O)C tert-butyl N-[(1S)-1-[methoxy(methyl)carbamoyl] 2-[(3S)-2-oxopyrrolidin-3-yl]ethyl]carbamate